(E)-oct-4-ene-1,8-dicarboxylic acid C(CC\C=C\CCCC(=O)O)C(=O)O